6-(3-chloro-4-trifluoromethyl-phenyl)-pyrimidine-4-carboxylic acid pyridin-3-ylamide N1=CC(=CC=C1)NC(=O)C1=NC=NC(=C1)C1=CC(=C(C=C1)C(F)(F)F)Cl